((1r,3r)-3-(3-methyl-2-oxo-2,3-dihydro-1H-benzo[d]imidazol-4-yl)cyclobutane-1-carbonyl)piperazine-1-carboxylic acid tert-butyl ester C(C)(C)(C)OC(=O)N1C(CNCC1)C(=O)C1CC(C1)C1=CC=CC=2NC(N(C21)C)=O